butyryloxytriethylsilane C(CCC)(=O)O[Si](CC)(CC)CC